N-((1S)-1-((1S,4aS,4bR,6aR,8R,10aS,12aS)-8-(ethoxymethyl)-8-hydroxy-12a-methyloctadecahydrochrysen-1-yl)ethyl)-2,4-difluorobenzamide C(C)OC[C@@]1(C[C@H]2CC[C@H]3[C@@H]4CCC[C@@H]([C@]4(CCC3[C@H]2CC1)C)[C@H](C)NC(C1=C(C=C(C=C1)F)F)=O)O